ClC1=NC=C(C(=O)NOC)C(=C1)NC1=C(C=C(C=C1)C)NS(=O)(=O)C 6-chloro-N-methoxy-4-((4-methyl-2-(N-methylsulfonylamino)phenyl)amino)nicotinamide